[(2S,3R,5R)-4-acetoxy-3-(2-iodoethyl)-5-[2-(2-methylpropanoylamino)-6-oxo-1H-purin-9-yl]tetrahydrofuran-2-yl]methyl benzoate C(C1=CC=CC=C1)(=O)OC[C@H]1O[C@H](C([C@@H]1CCI)OC(C)=O)N1C=2N=C(NC(C2N=C1)=O)NC(C(C)C)=O